FC1=C(C(=O)N(C)C)C=CC(=C1)C(C)O 2-fluoro-4-(1-hydroxyethyl)-N,N-dimethylbenzamide